5-([1,1'-biphenyl]-4-yl)-4-((tert-butoxycarbonyl)amino)-2-methyl-2-pentenoic acid C1(=CC=C(C=C1)CC(C=C(C(=O)O)C)NC(=O)OC(C)(C)C)C1=CC=CC=C1